C1(=C(C=CC=C1)NC(=S)NC1=C(C=CC=C1)C)C 1,3-diortho-tolylthiourea